[Pb].[Mn] manganese-lead